ClC1=CC(=C(C(=C1)[Se]C1=CC=CC=C1)C1=C(C=CC=C1)NC(C1=NC=CC=C1)=O)[Se]C1=CC=CC=C1 N-(4'-chloro-2',6'-bis(phenylselanyl)-[1,1'-biphenyl]-2-yl)picolinamide